N1=C(N=CC=C1)SSC1=NC=CC=N1 1,2-bis(pyrimidin-2-yl)disulfane